C(CCCCCC(C)(C)C)O neodecanol